N-(tert-butoxycarbonyl)-3-methyl-L-valine C(C)(C)(C)OC(=O)N[C@@H](C(C)(C)C)C(=O)O